The molecule is a member of the class of anthrapyrazoles that is anthra[1,9-cd]pyrazole substituted at position 6 by an oxo group. An inhibitor of c-Jun N-terminal kinase. It has a role as a c-Jun N-terminal kinase inhibitor. It is an anthrapyrazole, a cyclic ketone and an aromatic ketone. C1=CC=C2C(=C1)C3=NNC4=CC=CC(=C43)C2=O